FC1=CC(=C(OC2=C(C(=O)NC3=CC(=C(C=C3)F)C(NS(N)(=O)=O)=O)C=CC(=C2)C(F)(F)F)C=C1)C 2-(4-fluoro-2-methylphenoxy)-N-(4-fluoro-3-(sulfamoylcarbamoyl)phenyl)-4-(trifluoromethyl)benzamide